BrC1=CC=C(OC[C@@H](COCC2(COCC2)O)OS(=O)(=O)C2=CC=C(C=C2)C)C=C1.C[N] N-methyl-nitrogen (2R)-1-(4-bromophenoxy)-3-((3-hydroxytetrahydrofuran-3-yl)methoxy)propan-2-yl-4-methylbenzenesulfonate